ClC1=C(C=C(C=C1)F)NC1=C(C#N)C=CC(=N1)C1CC1 2-((2-chloro-5-fluorophenyl)amino)-6-cyclopropyl-nicotinonitrile